3-methyl-6-(4-pyrimidyl)-3H-pyrimidin-4-one CN1C=NC(=CC1=O)C1=NC=NC=C1